ClC1=C(OC=2C(=C3C4(CNC3=CC2)CCC4)C)C(=CC(=C1)[N+](=O)[O-])Cl 5'-(2,6-dichloro-4-nitrophenoxy)-4'-methyl-1'H-spiro[cyclobutane-1,3'-indole]